CN(C)C(=O)CC1=CC=CC=C1 N,N-dimethylphenylacetamide